C(C1=C(C=CC2=CC=CC=C12)OCCN(CC)CC)C1=C(C=CC2=CC=CC=C12)OCCN(CC)CC 2,2'-((methylenebis(naphthalene-1,2-diyl))bis(oxy))bis(N,N-diethylethan-1-amine)